24,30-Difluoro-6-(2-fluorophenyl)-26-oxa-3,13,14,15,21,33-hexazahexacyclo-[25.3.1.12,5.112,15.017,25.018,22]tritriaconta-1(31),2,4,12(32),13,17,19,22,24,27,29-undecaen-11-ol FC=1C=C2NC=CC2=C2CN3N=NC(C(CCCCC(C4=CN=C(C=5C(=CC=C(OC12)C5)F)N4)C4=C(C=CC=C4)F)O)=C3